1-(3,5-Diethoxy-4-methylphenyl)ethane-1-one C(C)OC=1C=C(C=C(C1C)OCC)C(C)=O